(S)-2-(CBZ-amino)-3-aminopropionic acid C(=O)(OCC1=CC=CC=C1)N[C@H](C(=O)O)CN